OC(CC=CCCCCCCCC(=O)O)C=CC=CCC 12-hydroxy-9,13,15-Octadecatrienoic acid